ethyl 5-amino-1-(4-nitrophenyl)-1H-pyrazole-4-carboxylate NC1=C(C=NN1C1=CC=C(C=C1)[N+](=O)[O-])C(=O)OCC